trans-(3-((4-(7-Bromo-1H-indol-3-yl)-5-(trifluoromethyl)pyrimidin-2-yl)amino)cyclohexyl)carbamate BrC=1C=CC=C2C(=CNC12)C1=NC(=NC=C1C(F)(F)F)N[C@@H]1C[C@H](CCC1)NC([O-])=O